[N+](=O)([O-])[O-].[Ga+3].[N+](=O)([O-])[O-].[N+](=O)([O-])[O-] gallium (III) nitrate